O\N=C(\N)/N1C[C@@H](CCC1)C (R,Z)-N'-hydroxy-3-methylpiperidine-1-carboximidamide